CS(=O)(=O)N1CCN(CC1)C1=CC=C(C=C1)N1CC2C(C1)CN(C2)CCCC#N 4-(5-(4-(4-(Methylsulfonyl)piperazin-1-yl)phenyl)-hexahydropyrrolo[3,4-c]pyrrol-2(1H)-yl)butanenitrile